(S)-7-((4-phenoxy-butanoyl)glycyl)-1,4-dioxa-7-azaspiro[4.4]nonane-8-carboxylic acid O(C1=CC=CC=C1)CCCC(=O)NCC(=O)N1CC2(OCCO2)C[C@H]1C(=O)O